CC1=CC=C(C=C1)S(=O)(=O)[O-].OC[S+](C)C1=CC=CC=C1 hydroxyphenyl-dimethyl-sulfonium p-toluenesulfonate